CC1(OCCN(C1)C1=NC2=CC=C(C=C2C=N1)C=O)C 2-(2,2-dimethylmorpholino)quinazoline-6-carbaldehyde